1,2,4-triazazine N1=NN=NC=C1